C(C)S(=O)(=O)C=1C(=[N+](C=CC1)[O-])C1=NC2=C(C(N(C(=C2)C(F)(F)F)OC)=O)N1C 2-(3-ethylsulfonyl-1-oxido-pyridin-1-ium-2-yl)-5-methoxy-3-methyl-6-(trifluoromethyl)imidazo[4,5-c]pyridin-4-one